CC1=NNC=C1C(=O)OCC ethyl 3-methyl-1H-pyrazole-4-carboxylate